N-(3-chloro-5-(7-((4-methoxybenzyl)(methyl)amino)-1,6-naphthyridin-3-yl)-4-methylphenyl)-4-(2-cyanoprop-2-yl)picolinamide ClC=1C=C(C=C(C1C)C=1C=NC2=CC(=NC=C2C1)N(C)CC1=CC=C(C=C1)OC)NC(C1=NC=CC(=C1)C(C)(C)C#N)=O